BrC=1C=C2C=CC=C(C2=CC1)Cl 6-Bromo-1-chloronaphthalene